CC1=CC=C(C=C1)S(=O)(=O)OC=1C2=C(N=C(N1)OCC13CCCN3CCC1)CN(CC2)C2=CC=C(C1=C2N=C(S1)N)F 7-(2-amino-7-fluorobenzo[d]thiazol-4-yl)-2-((hexahydro-1H-pyrrolizin-7a-yl)methoxy)-5,6,7,8-tetrahydropyrido[3,4-d]pyrimidin-4-yl 4-methylbenzenesulfonate